4-(2,6-difluorobenzyl)-2-(4-((2-hydroxypyridin-3-yl)methyl)phenyl)-2,4-dihydro-3H-1,2,4-triazol-3-one FC1=C(CN2C(N(N=C2)C2=CC=C(C=C2)CC=2C(=NC=CC2)O)=O)C(=CC=C1)F